C(CCCCCCCCC)C(CC1=CC=C(S1)C=1SC2=C(N1)C=C1C(N=C(S1)C=1SC(=CC1)CC(CCCCCCCCCCCC)CCCCCCCCCC)=C2)CCCCCCCCCCCC 2,6-bis[5-(2-decyltetradecyl)thiophen-2-yl]benzo[1,2-d:4,5-d']bisthiazole